C(C1=CC=CC=C1)OCC1=NN(C(N1CC)=O)C1=NC(=C(C(=O)NC2=C(C=CC=C2F)Cl)C=C1F)N[C@@H](C)CCC (S)-6-(3-((benzyloxy)methyl)-4-ethyl-5-oxo-4,5-dihydro-1H-1,2,4-triazol-1-yl)-N-(2-chloro-6-fluorophenyl)-5-fluoro-2-(pentan-2-ylamino)nicotinamide